C(C)(=O)N1\C(\C(C2=CC=CC=C12)=O)=C/C1=NC2=CC=C(C=C2C(=C1)C=1N(C=CN1)C)C(=O)N1CCOCC1 (Z)-1-acetyl-2-((4-(1-methyl-1H-imidazol-2-yl)-6-(morpholine-4-carbonyl)quinolin-2-yl)methylene)-indolin-3-one